CN1C(=CC=C1)C1=CC(=NC2=C(N=CC=C12)C1=CC=NN1)N1CCOCC1 4-(1-methyl-1H-pyrrol-2-yl)-2-(morpholin-4-yl)-8-(1H-pyrazol-5-yl)-1,7-naphthyridine